bis[3-ethylbenzothiazoline-6-sulfonic acid] diammonium salt [NH4+].[NH4+].C(C)N1CSC2=C1C=CC(=C2)S(=O)(=O)[O-].C(C)N2CSC1=C2C=CC(=C1)S(=O)(=O)[O-]